2,4-dibromo-5-(chloromethyl)-thiazole BrC=1SC(=C(N1)Br)CCl